NCCC=1C=CC(=NC1)C1=C(C=C(C#N)C=C1)SC1=CN=NC(=C1)N1CCCC1 4-[5-(2-aminoethyl)pyridin-2-yl]-3-(6-pyrrolidin-1-ylpyridazin-4-yl)sulfanylbenzonitrile